(1R,2S,5S)-3-((S)-2-(3-(tert-butyl)ureido)-3,3-dimethylbutanoyl)-6,6-dimethyl-3-azabicyclo[3.1.0]hexane-2-carboxylic acid C(C)(C)(C)NC(N[C@H](C(=O)N1[C@@H]([C@H]2C([C@H]2C1)(C)C)C(=O)O)C(C)(C)C)=O